3-Ethyl-N-(2-oxo-1,2,3,4-tetrahydroquinolin-6-yl)isonicotinamide C(C)C1=C(C(=O)NC=2C=C3CCC(NC3=CC2)=O)C=CN=C1